FC(C=1C=C(C=C(C1)C(F)(F)F)C1=NNC=N1)(F)F 3-(3,5-bis(trifluoromethyl)phenyl)-1H-1,2,4-triazol